O1[C@@H](CC1)CN1C(=NC2=C1C=C(C=C2)C(=O)O)CN2CCC(=CC2)C2=NC(=CC=C2)OCC=2C=NC(=CC2)OC(F)(F)F (S)-1-(oxetan-2-ylmethyl)-2-((6-((6-(trifluoromethoxy)pyridin-3-yl)methoxy)-3',6'-dihydro-[2,4'-bipyridin]-1'(2'H)-yl)methyl)-1H-benzo[d]imidazole-6-carboxylic acid